Tert-butyl (2-(ethyl(2-hydroxyethyl)amino)ethyl)carbamate C(C)N(CCNC(OC(C)(C)C)=O)CCO